CN(CCC)C N,N-dimethyl-propan-1-amine